tert-butyl (1R,5S)-3-(7-(3-amino-7,8-difluoroisoquinolin-1-yl)-6-cyano-8-fluoro-2-(2,2,2-trifluoroethoxy)quinazolin-4-yl)-3,8-diazabicyclo[3.2.1]octane-8-carboxylate NC=1N=C(C2=C(C(=CC=C2C1)F)F)C1=C(C=C2C(=NC(=NC2=C1F)OCC(F)(F)F)N1C[C@H]2CC[C@@H](C1)N2C(=O)OC(C)(C)C)C#N